N[C@@H](C)C(=O)OC(C1=CC=CC=C1)C([C@@H](CCC1=CC=CC=C1)NC(=O)OC(C)(C)C)=O ((R)-2-((tert-Butoxycarbonyl) amino)-4-phenylbutyryl)-benzyl L-alaninate